p-hydroxybenzylideneacetone calcium [Ca].OC1=CC=C(C=CC(C)=O)C=C1